FC1=CC(=C(C(=O)O)C=C1F)I 4,5-difluoro-2-iodo-benzoic acid